The molecule is a bile acid anion that is the conjugate base of 7alpha-hydroxy-3-oxochol-4-en-24-oic acid, obtained by deprotonation of the carboxy group; major species at pH 7.3. It is a conjugate base of a 7alpha-hydroxy-3-oxochol-4-en-24-oic acid. C[C@H](CCC(=O)[O-])[C@H]1CC[C@@H]2[C@@]1(CC[C@H]3[C@H]2[C@@H](CC4=CC(=O)CC[C@]34C)O)C